O=C([C@H](CCC(=O)O)NC([C@H](C)NC(C(NC1=NC=CC=C1)=O)=O)=O)COC1=C(C(=CC(=C1F)F)F)F (S)-5-oxo-4-((S)-2-(2-oxo-2-(pyridin-2-ylamino)acetamido)propanamido)-6-(2,3,5,6-tetrafluorophenoxy)hexanoic acid